6,7-difluoro-3-[(2R,3R)-3-(2,4-difluorophenyl)-3-hydroxy-4-(1,2,4-triazol-1-yl)-2-butyl]1,2,3-benzotriazin-4-one FC=1C(=CC2=C(C(N(N=N2)[C@H](C)[C@@](CN2N=CN=C2)(O)C2=C(C=C(C=C2)F)F)=O)C1)F